5-(difluoromethyl)-2,3-dihydro-1H-inden-1-one O-methyl oxime CON=C1CCC2=CC(=CC=C12)C(F)F